2-(6-(dimethylamino)-1,3-dioxo-1H-benzo[de]isoquinolin-2(3H)-yl)-N,N,N-trimethylethan-1-aminium CN(C=1C=CC=2C(N(C(C3=CC=CC1C23)=O)CC[N+](C)(C)C)=O)C